COC=1C=C(CN(C=2SC=C(N2)CN2C(CN(C(C2)=O)C)=O)CC2=CC(=CC=C2)OC)C=CC1 1-((2-(bis(3-methoxybenzyl)amino)thiazol-4-yl)methyl)-4-methylpiperazine-2,5-dione